tert-Butyl 4-(6-(difluoro(phenyl)methyl)-2-(pyridin-2-yl)pyrimidin-4-yl)piperazine-1-carboxylate FC(C1=CC(=NC(=N1)C1=NC=CC=C1)N1CCN(CC1)C(=O)OC(C)(C)C)(C1=CC=CC=C1)F